NC1=CC=C2C=C(C=C(C2=C1)S(=O)(=O)[O-])S(=O)(=O)[O-] 7-amino-1,3-naphthalenedisulfonic acid anion